O=S1(CC(C1)CN1N=C(C2=C1CC([C@H]2O)(F)F)C(F)(F)F)=O (4S)-1-[(1,1-dioxothietan-3-yl)methyl]-5,5-difluoro-3-(trifluoromethyl)-4,6-dihydro-cyclopenta[c]pyrazol-4-ol